NN1C=NC(=C2N3C(N=C12)N(C(N3C)=O)CCN3CCN(CC3)C3=NC=C(C=C3)C)C=3OC=CC3 5-Amino-8-(2-furyl)-1-methyl-3-[2-[4-(5-methyl-2-pyridyl)piperazin-1-yl]ethyl]-[1,2,4]triazolo[5,1-f]purin-2-one